Racemic-tert-butyl 1,1-difluoro-2-(hydroxymethyl)-6-azaspiro[2.5]octane-6-carboxylate FC1([C@H](C12CCN(CC2)C(=O)OC(C)(C)C)CO)F |r|